BrC=1C=C2C(=NC1)C(CC2)NC(OC(C)(C)C)=O tert-butyl N-{3-bromo-5H,6H,7H-cyclopenta[b]pyridin-7-yl}carbamate